C1(=CC=CC=C1)C1=C(C=C2C=CN=CC2=C1)B1OC(C(O1)(C)C)(C)C 7-phenyl-6-(4,4,5,5-tetramethyl-1,3,2-dioxaborolan-2-yl)isoquinoline